C(#N)C=1C=C(C=C(C1)F)[C@H]1N(OCC1)C(=O)C1CC(CC1)COC1=CC(=NC=N1)C(=O)N 6-[[3-[(3S)-3-(3-cyano-5-fluoro-phenyl)isoxazolidine-2-carbonyl]cyclopentyl]methoxy]-pyrimidine-4-carboxamide